CN1C(N(C2=C1N=NC=1C=CC(=CC21)C=2C=NC(=CC2)C(C(F)(F)F)OCCN2CCC(CC2)OC)C2CCOCC2)=O 3-methyl-1-(tetrahydro-2H-pyran-4-yl)-8-(6-(2,2,2-trifluoro-1-(2-(4-methoxypiperidin-1-yl)ethoxy)ethyl)pyridin-3-yl)-1,3-dihydro-2H-imidazo[4,5-c]cinnolin-2-one